(3-(5-(2-methyl-[1,1'-biphenyl]-3-yl)-1,2,4-oxadiazol-3-yl)phenyl)methanol CC1=C(C=CC=C1C1=NC(=NO1)C=1C=C(C=CC1)CO)C1=CC=CC=C1